1-(2-(1H-indol-3-yl)-6-methyl-nicotinyl)-4-o-methylphenyl-thiosemicarbazide N1C=C(C2=CC=CC=C12)C1=C(CNNC(=S)NC2=C(C=CC=C2)C)C=CC(=N1)C